COC1=CC=C(C=C1)C1N=CC=CC=C1C1=CC(=C(C(=C1)OC)OC)OC 2-(4-methoxyphenyl)-3-(3,4,5-trimethoxyphenyl)-2H-azepine